2-(azetidin-3-yloxy)pyrazine N1CC(C1)OC1=NC=CN=C1